propanamide monohydrate O.C(CC)(=O)N